OCCOC(C=C)=O.COC(C)(C)C1NCCC1 2-(1-methoxy-1-methyl-ethyl)pyrrolidine 2-Hydroxyethylacrylat